tert-butyl (S)-4-benzhydryl-2-methylpiperazine-1-carboxylate C(C1=CC=CC=C1)(C1=CC=CC=C1)N1C[C@@H](N(CC1)C(=O)OC(C)(C)C)C